BrC=1C=CC2=C(C3=CC=CC=C3N=C2C1)NCCNC(OC(C)(C)C)=O tert-Butyl 2-(3-bromoacridin-9-ylamino)ethylcarbamate